(dodecanyl)sulfone C(CCCCCCCCCCC)S(=O)(=O)CCCCCCCCCCCC